tri(2,4-di-t-pentylphenyl) phosphite P(OC1=C(C=C(C=C1)C(C)(C)CC)C(C)(C)CC)(OC1=C(C=C(C=C1)C(C)(C)CC)C(C)(C)CC)OC1=C(C=C(C=C1)C(C)(C)CC)C(C)(C)CC